methyltert-butyl-5-Methoxy-7-methylindole-1-carboxylate CC1=C(N(C2=C(C=C(C=C12)OC)C)C(=O)[O-])C(C)(C)C